9,9'-(2-(3,6-diphenyl-9H-carbazol-9-yl)-4,6-bis(4,6-diphenylpyrimidin-2-yl)-1,3-phenylene)bis(3,6-dimethyl-9H-carbazole) C1(=CC=CC=C1)C=1C=CC=2N(C3=CC=C(C=C3C2C1)C1=CC=CC=C1)C1=C(C(=CC(=C1N1C2=CC=C(C=C2C=2C=C(C=CC12)C)C)C1=NC(=CC(=N1)C1=CC=CC=C1)C1=CC=CC=C1)C1=NC(=CC(=N1)C1=CC=CC=C1)C1=CC=CC=C1)N1C2=CC=C(C=C2C=2C=C(C=CC12)C)C